C1OCC12CN(C2)C2=NC=CC(=N2)COC2=CC=C(C=C2)C2(CCCC2)C2=CC=C(OC1CC(C1)NC=1C=C3C(N(C(C3=CC1)=O)C1C(NC(CC1)=O)=O)=O)C=C2 5-(((1r,3r)-3-(4-(1-(4-((2-(2-oxa-6-azaspiro[3.3]heptane-6-yl)pyrimidin-4-yl)methoxy)phenyl)cyclopentyl)phenoxy)cyclobutyl)amino)-2-(2,6-dioxopiperidin-3-yl)isoindolin-1,3-dione